COC=1C=CC(=NC1)NNC(=O)C1[C@H]2CN(C[C@@H]12)C(=O)OC(C)(C)C tert-butyl (1R,5S,6r)-6-{[2-(5-methoxy-2-pyridinyl) hydrazino] carbonyl}-3-azabicyclo[3.1.0]hexane-3-carboxylate